methyl (2S)-2-amino-3-[(tert-butoxycarbonyl)amino]propanoate monohydrochloride Cl.N[C@H](C(=O)OC)CNC(=O)OC(C)(C)C